ClC1=C(C=C(C=C1)[Mg]I)CC1=CC=C(C=C1)OCC.[Li] lithium (4-chloro-3-(4-ethoxybenzyl)phenyl)magnesium iodide